6-chloro-3-methylthioindole-13C ClC1=CC=C2C(=[13CH]NC2=C1)SC